COC=1C=C2C(=CNC2=CC1)C([C@@H]1N(CCC1)C)=O 5-methoxy-3-(methyl-D-prolyl)-1H-indole